2,4,5,6-tetrahydropyrrolo[3,4-C]pyrazole N=1NC=C2C1CNC2